2-ETHYLHEXYL-METHYLTEREPHTHALAT C(C)C(CC=1C(=C(C(=O)[O-])C=CC1C(=O)[O-])C)CCCC